ClC1=CC=C(C=C1)C1C=C(N=C2N1NC(=N2)NS(=O)(=O)C2=CC=C(C=C2)C)C2=CC=CC=C2 N-[7-(4-chlorophenyl)-5-phenyl-1,7-dihydro-[1,2,4]triazolo[1,5-a]pyrimidin-2-yl]-4-methylbenzenesulfonamide